FC=1C=NC=2OC(C3C4CCC(CN3C3=NC(=C(C1C32)[C@H](C)O)C)N4C(=O)[O-])C 14-fluoro-9,17-dimethyl-16-[(1S)-1-hydroxyethyl]-10-oxa-2,12,18,20-tetrazapentacyclo[9.7.1.14,7.02,8.015,19]icosa-1(18),11(19),12,14,16-pentaene-20-carboxylate